CC12OCC(CC1)CC2 1-methyl-2-oxabicyclo[2.2.2]octan